CN1N=C(C=C1C(=O)NC(C)C1=CC(=NO1)C1=CC(=NC=C1)C(F)(F)F)C(F)(F)F 2-methyl-5-(trifluoromethyl)-N-[1-[3-[2-(trifluoromethyl)-4-pyridyl]isoxazol-5-yl]ethyl]pyrazole-3-carboxamide